2-(4-(difluoromethoxy)-3-isopropoxyphenyl)oxazole-4-carboxylic acid FC(OC1=C(C=C(C=C1)C=1OC=C(N1)C(=O)O)OC(C)C)F